OCC1(N(CCC1)C(=O)[O-])C 2-(hydroxymethyl)-2-methylpyrrolidine-1-carboxylate